4-(3-(4-chloro-2,6-dimethylphenoxy)-5-methylphenyl)-6-methyl-7-oxo-N-(1,1,1-trifluoro-2-methylpropan-2-yl)-6,7-dihydro-1H-pyrrolo[2,3-c]pyridine-2-carboxamide ClC1=CC(=C(OC=2C=C(C=C(C2)C)C=2C3=C(C(N(C2)C)=O)NC(=C3)C(=O)NC(C(F)(F)F)(C)C)C(=C1)C)C